(S)-tert-butyl 3-(4-((3,4-dichloro-2-fluorophenyl)amino)-7-((tetrahydrofuran-3-yl)oxy)quinazolin-6-yl)azetidine-1-carboxylate ClC=1C(=C(C=CC1Cl)NC1=NC=NC2=CC(=C(C=C12)C1CN(C1)C(=O)OC(C)(C)C)O[C@@H]1COCC1)F